CC1=NC2=CC=C(C=C2C=C1N1CCN(CC1)CC=1C=CC=2C=3C(C(NC2C1)=O)=CSC3)C(NC)=O 7-((4-(2-methyl-6-(methylcarbamoyl)quinolin-3-yl)piperazin-1-yl)methyl)thieno[3,4-c]quinoline-4(5H)-one